(+/-)-trans-3-((5-fluoro-2-(5-fluoro-1H-pyrrolo[2,3-b]pyridin-3-yl)-6-phenylpyrimidin-4-yl)amino)bicyclo[2.2.2]octane-2-carboxylic acid FC=1C(=NC(=NC1C1=CC=CC=C1)C1=CNC2=NC=C(C=C21)F)NC2C(C1CCC2CC1)C(=O)O